BrC1=CC(=C(C2=CC=CC(=C12)Cl)/N=C/N(C)C)C(=O)C=1C2=CN(N=C2C(=CC1)F)C1OCCCC1 (E)-N'-[4-bromo-5-chloro-2-[7-fluoro-2-(oxan-2-yl)indazole-4-carbonyl]naphthalen-1-yl]-N,N-dimethylmethanimidamide